2-(2,4-difluorophenyl)-4-(((4-(3-(4-fluorophenyl)-1-methyl-1H-pyrazol-4-yl)pyridin-3-yl)methyl)amino)-1-(1H-1,2,4-triazol-1-yl)butan-2-ol FC1=C(C=CC(=C1)F)C(CN1N=CN=C1)(CCNCC=1C=NC=CC1C=1C(=NN(C1)C)C1=CC=C(C=C1)F)O